COC(O)[C@H]1CN([C@@H]2CC3=CN(C4=CC=CC([C@H]2C1)=C34)C)C alpha-methoxy-1,6-dimethylergoline-8beta-methanol